6,6-dimethyl-1,4,6,7-tetrahydropyrano[4,3-b]pyrrole-2-carboxylic acid CC1(CC=2NC(=CC2CO1)C(=O)O)C